O1COCCC1O [1,3]Dioxane-6-ol